CN1CC(C2=CC=C(C=C12)NC1CCC(CC1)N)(C)C N1-(1,3,3-trimethylindolin-6-yl)cyclohexane-1,4-diamine